C(#N)C1(C(C(F)(F)F)(C(F)(F)F)O1)C#N 1,1-dicyano-2,2-bis(trifluoromethyl)ethylene oxide